acryloyloxy hexyl-3-phosphonopropionate C(CCCCC)C(C(=O)OOC(C=C)=O)CP(=O)(O)O